C12C(C3CC(CC(C1)C3)C2)NCCNC(=O)C2=NN(C(=C2C)C2=CC=C(C=C2)Cl)C2=C(C=C(C=C2)F)F N-(2-(((1r,3r,5r,7r)-adamantan-2-yl)amino)ethyl)-5-(4-chlorophenyl)-1-(2,4-difluorophenyl)-4-methyl-1H-pyrazole-3-carboxamide